C1(CCCC1)C(=O)N1CCN(CC1)CC1=C(N=C2N1C=CC=C2)C2=CC=C(C=C2)C(C)C cyclopentyl-(4-{[2-(4-isopropylphenyl)imidazo[1,2-a]pyridin-3-yl]methyl}piperazin-1-yl)methanone